(S)-2-(2-hydroxy-1-phenylethyl)-6-(2-(methylsulfonyl)pyrimidin-4-yl)isoindolin-1-one OC[C@H](C1=CC=CC=C1)N1C(C2=CC(=CC=C2C1)C1=NC(=NC=C1)S(=O)(=O)C)=O